CC1(C(OB(O1)C=1C=NN(C1)C=1C=NC=CC1)(C)C)C 3-[4-(tetramethyl-1,3,2-dioxaborolan-2-yl)-1H-pyrazol-1-yl]pyridine